(3-Phenyl-5-oxo-2,5-dihydrofuran-2-yl)acetic acid C1(=CC=CC=C1)C=1C(OC(C1)=O)CC(=O)O